C(C)OC(=O)C=1N=C(SC1CCCOC1=C(C=C(C=C1)CCCN(C)C)F)N1CCCC2=C1N=NC(=C2C)NC=2SC1=C(N2)C=CC=C1 {3-[(1,3-benzothiazol-2-yl)amino]-4-methyl-5H,6H,7H,8H-pyrido[2,3-C]pyridazin-8-yl}-5-(3-{4-[3-(dimethylamino)propyl]-2-fluorophenoxy}propyl)-1,3-thiazole-4-carboxylic acid ethyl ester